Dihydromyrcenol CC(CCCC(C)(C)O)C=C